2,2'-azobis(2-methylamidinopropane) dihydrochloride Cl.Cl.N(=NC(C)(C)C(NC)=N)C(C)(C)C(NC)=N